[Br-].OC1=C(C=C(C=C1)C)C(=CC1=CCN(C=C1)C)C1=CC=C(C=C1)F 4-(2-(2-hydroxy-5-methylphenyl)-2-(4-fluorophenyl)vinyl)-1-methylpyridine bromide